(Z)-2-((1-(5-(2-Fluoro-6-methylphenyl)-2-oxo-1H-pyrrolo[2,3-c]pyridin-3(2H)-ylidene)ethyl)amino)-5-isopropyl-4,5-dihydropyrazolo[1,5-a]pyrazin-6(7H)-one FC1=C(C(=CC=C1)C)C=1C=C/2C(=CN1)NC(\C2=C(\C)/NC2=NN1C(CN(C(C1)=O)C(C)C)=C2)=O